[H-].[H-].[H-].N=C.[Na].[B+3] boron (3+) Sodium iminomethane tri-hydride